N-((5-(2,6-dioxopiperidin-3-yl)-6-oxo-5,6-dihydro-4H-thieno[2,3-c]pyrrol-2-yl)methyl)-3,5-dimethylisoxazole-4-carboxamide O=C1NC(CCC1N1C(C2=C(C1)C=C(S2)CNC(=O)C=2C(=NOC2C)C)=O)=O